N-methyl-1,4-oxaazepan-2-carboxamide CNC(=O)C1OCCCNC1